5-(5-((7-ethyl-6-oxo-5,6-dihydro-1,5-naphthyridin-3-yl)methyl)hexahydropyrrolo[3,4-c]pyrrol-2(1H)-yl)-N-methylpicolinamide C(C)C=1C(NC=2C=C(C=NC2C1)CN1CC2C(C1)CN(C2)C=2C=CC(=NC2)C(=O)NC)=O